1,3-dioleoylglycerol C(CCCCCCC\C=C/CCCCCCCC)(=O)OCC(O)COC(CCCCCCC\C=C/CCCCCCCC)=O